C(CCCCC)O hex-an-1-ol